C(C)OC(C)=O.C(C(C)(C)C)(=O)Cl pivaloyl chloride ethyl-acetate